Methyl (Z)-1-(2-((1,3-dioxoisoindolin-2-yl)methyl)-3-fluoroallyl)-1H-pyrrole-3-carboxylate O=C1N(C(C2=CC=CC=C12)=O)C\C(\CN1C=C(C=C1)C(=O)OC)=C/F